N[C@H]1CCCC2=CC=CC=C12 (S)-1-aminotetraline